C(C1=CC=CC=C1)(=O)C=1C=C(C=CC1)C(C(=O)N(C)CC(CN1N=CN=C1)(O)C1=C(C=C(C=C1)Cl)Cl)C 2-(3-benzoylphenyl)-N-(2-(2,4-dichlorophenyl)-2-hydroxy-3-(1H-1,2,4-triazol-1-yl)propyl)-N-methylpropanamide